C(CC)[SiH2]C1=CC=CC=C1 n-propylphenylsilane